2-[(2S,4S,5R)-1-(2,4-dichloro-phenyl)-5-hydroxy-2,6,6-trimethylheptan-4-yl]-2,4-dihydro-3H-1,2,4-triazole-3-thione ClC1=C(C=CC(=C1)Cl)C[C@@H](C[C@@H]([C@@H](C(C)(C)C)O)N1N=CNC1=S)C